C(C1=CC=CC=C1)OC(=O)N1C[C@H](OC2=C1C=CC=C2N2CCC(CC2)N(C)C(=O)OC(C)(C)C)C.OC(C=CC=O)CCCCC 4-hydroxynonenal benzyl-(2R)-8-[4-[tert-butoxycarbonyl(methyl)amino]-1-piperidyl]-2-methyl-2,3-dihydro-1,4-benzoxazine-4-carboxylate